(Z)-N-hydroxy-7-(5-(4-isopropylbenzylidene)-2,4-dioxathiazolidin-3-yl)heptanamide ONC(CCCCCCN1OS\C(\O1)=C/C1=CC=C(C=C1)C(C)C)=O